(2-(azetidin-1-yl)pyridin-4-yl)methanamine N1(CCC1)C1=NC=CC(=C1)CN